((6-(2-((3-trifluoromethyl-4-(4-(4-methylpiperazin-1-yl)piperidin-1-yl)phenyl)amino)-6-cyclopropyl-7H-pyrrolo[2,3-d]pyrimidin-7-yl)pyridin-2-yl)imino)dimethyl-λ6-sulfanone FC(C=1C=C(C=CC1N1CCC(CC1)N1CCN(CC1)C)NC=1N=CC2=C(N1)N(C(=C2)C2CC2)C2=CC=CC(=N2)N=S(=O)(C)C)(F)F